FC1(CN(CC12CC2)C2=CC(=NC=1N2N=CC1)C=1C(NC(NC1)=O)=O)F 5-(7-(7,7-difluoro-5-azaspiro[2.4]heptan-5-yl)pyrazolo[1,5-a]pyrimidin-5-yl)pyrimidine-2,4(1H,3H)-dione